O1CCN(CC1)CC1=C2CC(CN(C2=CC=C1)C1=CC=C(C=C1)C(F)(F)F)NC(C=C)=O N-(5-(morpholinomethyl)-1-(4-(trifluoromethyl)-phenyl)-1,2,3,4-tetrahydroquinolin-3-yl)acrylamide